S1C=NC2=C1C=C(C=C2)C2=CC=C(C=C2)NNC(=O)N=N (4-(benzo[d]thiazol-6-yl)phenyl)carbazone